C(\C=C\C(=O)[O-])(=O)OC(CC1CCC(CC1)CCCC)(C)CC (4-butylcyclohexyl)tert-pentyl fumarate